ClCC(=O)N1CCN(CC1)C(=O)C1=CC=C(C=C1)NC=1C(N(C=C(N1)C=1C(=C(C=CC1)C1=C(C(=O)N)C=CC=C1)C)C)=O (3-(6-((4-(4-(2-chloroacetyl)piperazine-1-carbonyl)phenyl)amino)-4-methyl-5-oxo-4,5-dihydropyrazin-2-yl)-2-methylphenyl)benzamide